1-{[(5s,7s)-3-(1-tert-butyl-1H-pyrazol-4-yl)-7-methyl-2-oxo-1-oxa-3-azaspiro[4.5]decan-7-yl]methyl}-1H-benzimidazole-6-carbonitrile C(C)(C)(C)N1N=CC(=C1)N1C(O[C@]2(C1)C[C@@](CCC2)(C)CN2C=NC1=C2C=C(C=C1)C#N)=O